(S)-4-(isopropylamino)-2-(5,6,7,8-tetrahydroquinolin-6-ylamino)pyrimidine-5-carboxamide C(C)(C)NC1=NC(=NC=C1C(=O)N)N[C@@H]1CC=2C=CC=NC2CC1